[Zr].NC1=C(C=CC(=C1)OC(F)(F)F)C(=O)N1CCC(CC1)C=1C=CN=C2NC(=NC12)C1CN(CC1)C (2-amino-4-trifluoromethoxyphenyl){4-[2-(1-methyl-3-pyrrolidinyl)-3H-1,3,4-triazainden-7-yl]-1-piperidyl}methanone Zirconium